O1[C@H](COCC1)CNC1=C(C=C(C=C1[N+](=O)[O-])S(=O)(=O)Cl)F (S)-4-(((1,4-dioxan-2-yl)methyl)amino)-3-fluoro-5-nitrobenzenesulfonyl chloride